ClCC(=O)C1=CNC2=CC(=C(C=C12)OCC1=CC2=CC=CC=C2C=C1)Cl 2-chloro-1-(6-chloro-5-(naphthalen-2-ylmethoxy)-1H-indol-3-yl)ethan-1-one